C(C1=CC=CC=C1)OC1=CC2=C(C(=C(S2=O)C2=CC=C(C=C2)F)Br)C=C1 6-(benzyloxy)-3-bromo-2-(4-fluorophenyl)-benzothiophene-1-one